N-((3-(1,1,1-trifluoro-2-methylpropan-2-yl)-1H-1,2,4-triazol-5-yl)methyl)isoxazole-5-carboxamide FC(C(C)(C)C1=NNC(=N1)CNC(=O)C1=CC=NO1)(F)F